tert-butyl (5-chloro-3-cyclopropylpyrazolo[1,5-a]pyrimidin-7-yl)(2-fluoro-4-(pyridin-2-yl)benzyl)carbamate ClC1=NC=2N(C(=C1)N(C(OC(C)(C)C)=O)CC1=C(C=C(C=C1)C1=NC=CC=C1)F)N=CC2C2CC2